N2-[2-(3-methoxyphenyl)[1,2,4]triazolo[1,5-c]quinazolin-5-yl]alaninamide COC=1C=C(C=CC1)C1=NN2C(=NC=3C=CC=CC3C2=N1)N[C@@H](C)C(=O)N